2-(6-(((1R,3S,5S)-8-azabicyclo[3.2.1]octan-3-yl)(methyl)amino)pyridazin-3-yl)-5-(5-methyl-1,3,4-thiadiazol-2-yl)phenol [C@H]12CC(C[C@H](CC1)N2)N(C2=CC=C(N=N2)C2=C(C=C(C=C2)C=2SC(=NN2)C)O)C